trans-2-(dimethylamino)cyclohexanol ethyl-2-[3-(1-acetylpiperidin-4-yl)-7'-fluoro-1'-methyl-[4,6'-biindazol]-1-yl]acetate C(C)C(C(=O)O[C@H]1[C@@H](CCCC1)N(C)C)N1N=C(C=2C(=CC=CC12)C1=CC=C2C=NN(C2=C1F)C)C1CCN(CC1)C(C)=O